3-bromo-2-methyl-6-(4H-1,2,4-triazol-3-yl)pyridine BrC=1C(=NC(=CC1)C1=NN=CN1)C